5-((4-(5,6-dimethylthieno[2,3-d]pyrimidin-4-yl)-1,4-diazepan-1-yl)methyl)-2-(2,4-dioxotetrahydropyrimidin-1(2H)-yl)isoindoline-1,3-dione CC1=C(SC=2N=CN=C(C21)N2CCN(CCC2)CC=2C=C1C(N(C(C1=CC2)=O)N2C(NC(CC2)=O)=O)=O)C